N1(N=CC=C1)C1=NC=CC(=C1)C(C)(C)C 2-(1H-pyrazol-1-yl)-4-tertbutylpyridine